(R)-S-(1-(2-(4,4-difluoropiperidin-1-yl)-3-fluorophenyl) ethyl) thioacetate C(C)(=O)S[C@H](C)C1=C(C(=CC=C1)F)N1CCC(CC1)(F)F